C(CCCCCC#C)N1C(C2=CC=CC=C2C1=O)=O 2-(7-octyne-1-yl)-1H-isoindole-1,3-dione